OC1(CC2(C1)CCC(CC2)N2N=C1C=C(C(=CC1=C2)C(=O)NC2=CN=C1N2N=CC=C1)OC)C 2-(2-Hydroxy-2-methylspiro[3.5]nonan-7-yl)-N-(imidazo[1,2-b]pyridazin-3-yl)-6-methoxy-2H-indazole-5-carboxamide